5-(1-chloroethyl)-2-methylpyridine ClC(C)C=1C=CC(=NC1)C